NC=1N=CC(=NC1OC(C)C1=C(C=CC=C1Cl)Cl)C1=CC=C(C=C1)C(=O)N1C[C@@H](CC1)N (4-{5-amino-6-[1-(2,6-dichloro-phenyl)-ethoxy]-pyrazin-2-yl}-phenyl)-((R)-3-aminopyrrolidin-1-yl)-methanone